BrC=1SC(=C(N1)C)OC1=C(C=C(C=C1)N1N=CN(C1=O)CC1=CC=C(C=C1)OC)F 2-(4-((2-bromo-4-methylthiazol-5-yl)oxy)-3-fluorophenyl)-4-(4-methoxybenzyl)-2,4-dihydro-3H-1,2,4-triazol-3-one